ethyl 2-(((1S,3S,5R)-3-(((R)-1-(4-carbamimidoylthiophen-2-yl)ethyl)carbamoyl)-2-((4-phenoxybutanoyl)glycyl)-2-azabicyclo[3.1.0]hexan-5-yl)methoxy)acetate C(N)(=N)C=1C=C(SC1)[C@@H](C)NC(=O)[C@H]1N([C@H]2C[C@]2(C1)COCC(=O)OCC)C(CNC(CCCOC1=CC=CC=C1)=O)=O